BrC=1C=CC(=NC1)C(C#N)(C)C 2-(5-bromopyridin-2-yl)-2-methylpropanenitrile